(3-chlorophenyl)(2-hydroxyethyl)carbamic acid tert-butyl ester C(C)(C)(C)OC(N(CCO)C1=CC(=CC=C1)Cl)=O